O1CCC2=C1C=C(C=C2)N(C(=O)C=2C=C(C=CC2)N2N=C(C=C2OCC2=CC=C(C(=O)O)C=C2)C(F)(F)F)C 4-[[2-[3-[2,3-dihydrobenzofuran-6-yl(methyl)carbamoyl]phenyl]-5-(trifluoromethyl)pyrazol-3-yl]oxymethyl]benzoic acid